7-fluoro-3-(3-(3-(6-fluoropyridin-3-yl)-3,8-diazabicyclo[3.2.1]octan-8-yl)-3-oxopropyl)-5-methylisoquinolin-1(2H)-one FC1=CC(=C2C=C(NC(C2=C1)=O)CCC(=O)N1C2CN(CC1CC2)C=2C=NC(=CC2)F)C